(thiophen-3-yl-methyl)benzamide S1C=C(C=C1)CC1=C(C(=O)N)C=CC=C1